tert-butyl 5-(2,2-difluoroethoxy)-4-(1-hydroxyethyl)-7-methyl-1H-indole-1-carboxylate FC(COC=1C(=C2C=CN(C2=C(C1)C)C(=O)OC(C)(C)C)C(C)O)F